C(C)NC(CN1C(CCCC1)C=O)=O N-ETHYL-2-(2-FORMYLPIPERIDIN-1-YL)ACETAMIDE